tert-butyl (R)-3-(5-((2,4-dimethoxybenzyl)amino)-7-methoxy-[1,2,4]triazolo[1,5-c]quinazolin-2-yl)pyrrolidine-1-carboxylate COC1=C(CNC2=NC=3C(=CC=CC3C=3N2N=C(N3)[C@H]3CN(CC3)C(=O)OC(C)(C)C)OC)C=CC(=C1)OC